C(C)(C)OC=1C=CC(=NC1)C1=NSC(=N1)NC1=NC=CC=C1N(C(C)=O)C N-(2-(3-(5-isopropoxypyridin-2-yl)-1,2,4-thiadiazol-5-ylamino)pyridin-3-yl)-N-methylacetamide